C(C1=CC=CC=C1)OC1=C(C=C(C=C1)CC(N)([2H])[2H])OC([2H])([2H])[2H] 2-(4-(benzyloxy)-3-(methoxy-d3)phenyl)ethane-1,1-d2-1-amine